C(CC)OC1=C(C=CC=C1)C1=CC=CC=2C=C(OC21)C(=O)N 7-(2-propoxyphenyl)benzofuran-2-carboxamide